5-amino-8-(cis-2,6-dimethylmorpholino)-2-(((S)-4-methylmorpholin-3-yl)methyl)-7-phenyl-[1,2,4]triazolo[4,3-c]pyrimidin-3(2H)-one NC1=NC(=C(C=2N1C(N(N2)C[C@@H]2N(CCOC2)C)=O)N2C[C@@H](O[C@@H](C2)C)C)C2=CC=CC=C2